[O-]C#N.[K+].CN1C=CC2=CC=CC(=C12)N(C(=O)N)CCC(=O)OCC Ethyl 3-(1-(1-methyl-1H-indol-7-yl)ureido)propanoate Potassium cyanate